(R)-1-(3-(difluoromethyl)-2-fluorophenyl)ethane-1-amine hydrochloride Cl.FC(C=1C(=C(C=CC1)[C@@H](C)N)F)F